Methyl 2-((2-(tert-butyl)pyridin-3-yl)thio)acetate C(C)(C)(C)C1=NC=CC=C1SCC(=O)OC